4-[4-(2-propenyl)cyclohexyl]butanoic acid C(C=C)C1CCC(CC1)CCCC(=O)O